NC(CC(=O)[O-])C=1SC=C(N1)Br 3-amino-3-(4-bromothiazol-2-yl)propanoate